5-(5,5-dimethyl-1,3,2-dioxaborolan-2-yl)-3-isopropyl-1,3-benzoxazole CC1(COB(O1)C=1C=CC2=C(N(CO2)C(C)C)C1)C